ClC1=NC=C(C(=N1)NCCC1=C(C=CC=C1Cl)F)C(=O)N 2-chloro-4-[(2-fluoro-6-chlorophenyl-ethyl)amino]pyrimidin-5-carboxamide